CN(C([O-])=S)C.CN(C([O-])=S)C.[Zn+2] zinc bis(dimethylthiocarbamate)